CN1C(C(CCC1=O)N1C(C2=CC=C(C=C2C1)NC(C1=CC=CC=C1)=O)=O)=O N-(2-(1-methyl-2,6-dioxopiperidin-3-yl)-1-oxoisoindolin-5-yl)benzamide